3-(5-(4-(4-(furan-3-yl)phenyl)-1H-1,2,3-triazol-1-yl)-1-oxoisoindolin-2-yl)piperidine-2,6-dione O1C=C(C=C1)C1=CC=C(C=C1)C=1N=NN(C1)C=1C=C2CN(C(C2=CC1)=O)C1C(NC(CC1)=O)=O